CC=1SC(=C(N1)C(F)(F)F)S(=O)(=O)N1CCC(CC1)C(=O)N 1-((2-methyl-4-(trifluoromethyl)thiazol-5-yl)sulfonyl)piperidine-4-carboxamide